FC1=C(C=CC(=C1)OC1=CC(=NC=C1)N1CCC(CC1)(C(F)(F)F)O)NC=1C2=C(N=CN1)NC=C2C2CCN(CC2)C(C=C)=O 1-(4-(4-((2-fluoro-4-((2-(4-hydroxy-4-(trifluoromethyl)piperidin-1-yl)pyridin-4-yl)oxy)phenyl)amino)-7H-pyrrolo[2,3-d]pyrimidin-5-yl)piperidin-1-yl)prop-2-en-1-one